C(C)C=1C=C2C=CN=C(C2=CC1O)NC1=CC=C(C=C1)S(=O)(=O)C 6-ethyl-7-hydroxy-N-(4-methylsulfonylphenyl)isoquinolin-1-amine